NC1CC(C1)C(=O)NCCCNC(C1=C(C=C(C=C1)NC=1C=2N(C=CN1)C(=CN2)C=2C(=NNC2)C(F)(F)F)CC)=O N-(3-((1s,3s)-3-aminocyclobutane-1-carboxamido)propyl)-2-ethyl-4-((3-(3-(trifluoromethyl)-1H-pyrazol-4-yl)imidazo[1,2-a]pyrazin-8-yl)amino)benzamide